(3-(2-Phenyloxazole-5-carboxamido)bicyclo[1.1.1]pent-1-yl)carbamic acid tert-butyl ester C(C)(C)(C)OC(NC12CC(C1)(C2)NC(=O)C2=CN=C(O2)C2=CC=CC=C2)=O